2-mercapto-6-methoxyquinoline-3-carbaldehyde N-oxide SC1=[N+](C2=CC=C(C=C2C=C1C=O)OC)[O-]